NC1=C(C=C(C(=O)OC)C=C1F)N[C@@H]1COCC1(C)C methyl 4-amino-3-[[(3S)-4,4-dimethyltetrahydrofuran-3-yl]amino]-5-fluoro-benzoate